O=C1N(CCCC1)C1=CC=C(C=C1)N1C(C(CCC1)=O)=O 1-(4-(2-oxopiperidin-1-yl)phenyl)piperidine-2,3-dione